C(C)(C)(C)OC(C(C[C@@H]1OCCCC1)N1C(C=C(C(=C1)OC)C1=C(C=CC(=C1)Cl)C1=NOCC1)=O)=O 2-{4-[5-chloro-2-(4,5-dihydro-1,2-oxazol-3-yl)phenyl]-5-methoxy-2-oxopyridin-1(2H)-yl}-3-[(2R)-tetrahydro-2H-pyran-2-yl]propionic acid tert-butyl ester